13-decyl-tetradecyl alcohol C(CCCCCCCCC)C(CCCCCCCCCCCCO)C